(((3-(3,3-Difluorobutyl)-5-(4-fluorophenyl)-2-methyl-1,1-dioxido-7-(trifluoromethyl)-2,3,4,5-tetrahydrobenzo[f][1,2,5]thiadiazepin-8-yl)oxy)methyl)cyclopropane-1-sulfonic acid FC(CCC1N(S(C2=C(N(C1)C1=CC=C(C=C1)F)C=C(C(=C2)OCC2(CC2)S(=O)(=O)O)C(F)(F)F)(=O)=O)C)(C)F